C(C)C=1C=CC(=C(C1)OC)C1=C(C=CC(=C1)C=1C2=C(N=NC1)N(C=N2)CC)F 3-ethyl-6-(5-(7-ethyl-7H-imidazo[4,5-c]pyridazin-4-yl)-2-fluorophenyl)-5-methoxybenzene